3-(4-(2-(3-Hydroxyphenyl)imidazo[4,5-d]pyrrolo[2,3-b]pyridin-1(6H)-yl)-1H-pyrazol-1-yl)propionitrile OC=1C=C(C=CC1)C1=NC=2C(=C3C(=NC2)NC=C3)N1C=1C=NN(C1)CCC#N